5-methyl-2',3'-dideoxy-3'-azidocytidine CC=1C(=NC(N([C@H]2C[C@@H]([C@@H](CO)O2)N=[N+]=[N-])C1)=O)N